IC1=CC=C(C=C1)C1=C(C=CC=C1)C1=CC=CC=C1 (p-iodophenyl)biphenyl